C(C)C=1C(=CC=C2C=C(C=C(C12)C1=C(C=2N=C(N=C(C2C=N1)N1CC2(CCO2)CCC1)OCC1(CC1)C=O)F)OCOC)F ((7-(8-ethyl-7-fluoro-3-(methoxymethoxy)naphthalen-1-yl)-8-fluoro-4-(1-oxa-6-azaspiro[3.5]nonan-6-yl)pyrido[4,3-d]pyrimidin-2-yl)oxy)methylcyclopropane-1-carbaldehyde